N-phenyl-1,2,3,4-tetrahydroisoquinolin-6-amine C1(=CC=CC=C1)NC=1C=C2CCNCC2=CC1